5-bromo-N-[(4-methoxyphenyl)methyl]-2-methyl-1,2,4-triazol-3-amine BrC=1N=C(N(N1)C)NCC1=CC=C(C=C1)OC